2-(4-iodo-1H-pyrazol-1-yl)-2-methylpropanamide IC=1C=NN(C1)C(C(=O)N)(C)C